FC1=C(C=NC(=C1)OC)[C@H](CC1=NC(=NC(=N1)N[C@@H](CO)CC(C)C)NS(=O)(=O)C)C N-(4-((S)-2-(4-fluoro-6-methoxypyridin-3-yl)propyl)-6-(((R)-1-hydroxy-4-methylpent-2-yl)amino)-1,3,5-triazin-2-yl)methanesulfonamide